[(2S,3S,4R,5S,6R)-4,5-Diacetyloxy-6-[4-[(E)-3-phenylprop-2-enoyl]phenoxy]-3-[(2R,3S,4S,5R,6R)-3,4,5-triacetyloxy-6-(acetyloxymethyl)oxan-2-yl]oxyoxan-2-yl]methyl acetate C(C)(=O)OC[C@@H]1O[C@@H]([C@H]([C@@H]([C@H]1O[C@H]1O[C@@H]([C@H]([C@@H]([C@@H]1OC(C)=O)OC(C)=O)OC(C)=O)COC(C)=O)OC(C)=O)OC(C)=O)OC1=CC=C(C=C1)C(\C=C\C1=CC=CC=C1)=O